FC=1C(=NC=C(C1C)I)N 3-fluoro-5-iodo-4-methylpyridin-2-amine